(2R,4S)-N-((S)-1-(((6-amino-2-methylpyridin-3-yl)methyl)amino)-1-oxopropan-2-yl)-4-(4-bromobenzyl)pyrrolidine-2-carboxamide di-trifluoroacetate FC(C(=O)O)(F)F.FC(C(=O)O)(F)F.NC1=CC=C(C(=N1)C)CNC([C@H](C)NC(=O)[C@@H]1NC[C@H](C1)CC1=CC=C(C=C1)Br)=O